COC(CNC(=O)C1=NC=C(C=C1O)C1=CCN(CC1)S(=O)(=O)C1=CC2=CC=CC=C2C=C1)=O (5-(1-(naphthalene-2-sulfonyl)-1,2,5,6-tetrahydropyridin-4-yl)-3-hydroxy-pyridine-2-carbonyl)glycine methyl ester